N-Vinylcarbazole C=CN1C2=CC=CC=C2C3=CC=CC=C31